FC(C1=NC(=NC(=N1)C(F)F)N1[C@H](C=2NC3=CC=C(C=C3C2CC1)Cl)C[C@@H]1COCCC1)F (1S)-2-[4,6-bis(difluoromethyl)-1,3,5-triazin-2-yl]-6-chloro-1-{[(3R)-oxan-3-yl]methyl}-2,3,4,9-tetrahydro-1H-pyrido[3,4-b]indole